3-(Pyridin-3-yl)-5H-imidazo[1,2-c]pyrido[3,4-e][1,3]oxazine N1=CC(=CC=C1)C1=CN=C2N1COC1=C2C=NC=C1